C(C)(C)(C)OC(NC1=NC(=CC=C1)CON=C(C1=CC=CC=C1)C1=NN=NN1C)=O N-[6-[[[(1-methyltetrazol-5-yl)-phenyl-methylene]amino]oxymethyl]-2-pyridyl]carbamic acid tert-butyl ester